2-ethyl-5-{7-[(3S,4S)-3-fluoro-2,2,6,6-tetramethylpiperidin-4-yl]-7H-pyrrolo[2,3-c]pyridazin-3-yl}-1,3-benzoxazol-6-ol C(C)C=1OC2=C(N1)C=C(C(=C2)O)C2=CC1=C(N=N2)N(C=C1)[C@@H]1[C@@H](C(NC(C1)(C)C)(C)C)F